acetyl-3,3-di-methyl-norbornan C(C)(=O)C12CC(C(CC1)C2)(C)C